COC1=NC(=NC(=N1)C(F)(F)F)NC(=O)NS(=O)(=O)C1=C(C=CC=C1)C(F)(F)F N-[[[4-methoxy-6-(trifluoromethyl)-1,3,5-triazin-2-yl]amino]carbonyl]-2-(trifluoromethyl)benzenesulfonamide